methyl 2-(1-bromoethyl)-6-fluoro-pyridine-3-carboxylate BrC(C)C1=NC(=CC=C1C(=O)OC)F